IC1=CC=C(C=O)C=C1 para-iodobenzaldehyde